4-(2-methoxyphenyl)-6-methyl-N-(5-(1-methyl-6-oxo-1,6-dihydropyridine-3-carbonyl)-5,6-dihydro-4H-pyrrolo[3,4-d]thiazol-2-yl)nicotinamide COC1=C(C=CC=C1)C1=CC(=NC=C1C(=O)NC=1SC2=C(N1)CN(C2)C(=O)C2=CN(C(C=C2)=O)C)C